2-[[(2S,3R)-3-amino-2-hydroxy-4-phenyl-butanoyl]amino]-3-[2-(trifluoromethyl)phenyl]propanoic acid N[C@@H]([C@@H](C(=O)NC(C(=O)O)CC1=C(C=CC=C1)C(F)(F)F)O)CC1=CC=CC=C1